(3-methyl-1,5-pentanediol) carbonate C(O)(=O)OCCC(CCO)C